tert-butyl (S)-5-amino-4-((R)-5-(4-(chloromethyl)pyridin-2-yl)-4-fluoro-3-methyl-1-oxoisoindolin-2-yl)-5-oxopentanoate NC([C@H](CCC(=O)OC(C)(C)C)N1C(C2=CC=C(C(=C2[C@H]1C)F)C1=NC=CC(=C1)CCl)=O)=O